[Fe].[Ir].[Ru] ruthenium iridium-iron